BrC1=C(N=C(C2=CC=CC=C12)C1=C(C(=NC=2CC(CCC12)(C)C)N1CC2(CNC2)CC1)C#N)O 4-(4-bromo-3-hydroxyisoquinolin-1-yl)-7,7-dimethyl-2-(2,6-diazaspiro[3.4]octan-6-yl)-5,6,7,8-tetrahydroquinoline-3-carbonitrile